aluminum tert-butyl salicylate C(C=1C(O)=CC=CC1)(=O)OC(C)(C)C.[Al]